(E)-(3-(4-(2-(4-(1-(4-chlorophenyl)-2-phenylbut-1-en-1-yl) phenoxy)ethyl)piperazin-1-yl)propyl)carbamate ClC1=CC=C(C=C1)\C(=C(/CC)\C1=CC=CC=C1)\C1=CC=C(OCCN2CCN(CC2)CCCNC([O-])=O)C=C1